4-(1-(tert-butoxycarbonyl)indolin-5-yl)benzoic Acid C(C)(C)(C)OC(=O)N1CCC2=CC(=CC=C12)C1=CC=C(C(=O)O)C=C1